C(C)(C)(C)[Si](OCCCC1=CC(=CC=C1)B1OC(C(O1)(C)C)(C)C)(C)C Tert-butyldimethyl(3-(3-(4,4,5,5-tetramethyl-1,3,2-dioxaborolan-2-yl)phenyl)propoxy)silane